C(N)(=O)C=1C=C(C=CC1F)NC(=O)C1=C(C(=NN1CC1CCC(CC1)(F)F)C)C(F)F N-(3-carbamoyl-4-fluorophenyl)-1-((4,4-difluorocyclohexyl)methyl)-4-(difluoromethyl)-3-methyl-1H-pyrazole-5-carboxamide